C(N)(=O)C1=CC=C(C(=C1C1=C(C(=CC2=C1[C@@H]([C@](O2)(C2=CC=CC=C2)CNC2CCC(CC2)C(=O)OC)C)F)Cl)F)OC methyl (1S,4r)-4-((((2S,3S,4R)-4-(6-carbamoyl-2-fluoro-3-methoxyphenyl)-5-chloro-6-fluoro-3-methyl-2-phenyl-2,3-dihydrobenzofuran-2-yl)methyl)amino)cyclohexane-1-carboxylate